(R)-N-(8,9-Difluoro-6-oxo-1,4,5,6-tetrahydro-2H-pyrano[3,4-c]isoquinolin-1-yl)-N-methyl-3-(trifluoromethyl)-1H-pyrazole-5-carboxamide FC=1C(=CC=2C3=C(NC(C2C1)=O)COC[C@@H]3N(C(=O)C3=CC(=NN3)C(F)(F)F)C)F